O[C@H]1[C@@H]([C@@H]2[C@@H](OC(C2)=O)C1)\C=C\[C@@H]([C@H](CC#CCC)C)O |&1:12| (3AR,4R,5R,6aS)-hexahydro-5-hydroxy-4-((1E,3RS,4S)-3-hydroxy-4-methyl-1-nonen-6-ynyl)-2H-cyclopenta[b]furan-2-one